N-(3-fluoropropyl)benzamide FCCCNC(C1=CC=CC=C1)=O